N-((1-(6-METHOXYQUINAZOLIN-4-YL)PIPERIDIN-3-YL)METHYL)METHANESULFONAMIDE COC=1C=C2C(=NC=NC2=CC1)N1CC(CCC1)CNS(=O)(=O)C